6-Chloro-3-(((R)-1-(6-((S)-4-((5-fluoro-2-methylpyridin-4-yl)methyl)-2-oxooxazolidin-3-yl)-4-methylpyridin-2-yl)ethyl)amino)picolinic acid ClC1=CC=C(C(=N1)C(=O)O)N[C@H](C)C1=NC(=CC(=C1)C)N1C(OC[C@@H]1CC1=CC(=NC=C1F)C)=O